3-methyl-N-(2-methyl-4-(piperazin-1-yl)phenyl)-4-(piperazin-1-yl)benzamide CC=1C=C(C(=O)NC2=C(C=C(C=C2)N2CCNCC2)C)C=CC1N1CCNCC1